2-(1,2,3,4-Tetrahydroisoquinolin-6-yl)thiazole C1NCCC2=CC(=CC=C12)C=1SC=CN1